COC1=CC(=NC=C1)C=1N=C(C2=C(N1)CCC2)N(CC=2OC=C(N2)C2=CC=CC=C2)C 2-(4-methoxypyridin-2-yl)-N-methyl-N-[(4-phenyl-1,3-oxazol-2-yl)methyl]-5H,6H,7H-cyclopenta[d]pyrimidin-4-amine